C1(CCCC1)NS(=O)(=O)N1CCC(CC1)CC1=CC=2N(C=C1)N=CC2N2C(NC(CC2)=O)=O N-cyclopentyl-4-((3-(2,4-dioxotetrahydropyrimidin-1(2H)-yl)pyrazolo[1,5-a]pyridin-5-yl)methyl)piperidine-1-sulfonamide